pyrazole-4(2H)-carboxylate N=1NC=C(C1)C(=O)[O-]